FC(C1=CC=C(C=C1)N1CCC(CC1)N1C=CC2=CC(=CC=C12)C(C(=O)N)=C)(F)F (1-(1-(4-(trifluoromethyl)phenyl)piperidin-4-yl)-1H-indol-5-yl)acrylamide